CNCC1=CC(=CS1)B(O)O 5-((METHYLAMINO)METHYL)THIOPHEN-3-YLBORONIC ACID